Cl.CC1N(CCNC1)CC=1N=NC=CC1 3-((2-methylpiperazin-1-yl)methyl)pyridazine hydrochloride